N1(CCCC1)CC(=O)[O-] pyrrolidinoethanate